CN1N=CC(=C1)C1=NN2C(=NC=3C=CC=C(C3C2=N1)C(F)(F)F)NC=1C(N=CC=CC1)=O (3R)-3-{[2-(1-methyl-1H-pyrazol-4-yl)-10-(trifluoromethyl)[1,2,4]triazolo[1,5-c]quinazolin-5-yl]amino}azepin-2-one